2-chloro-N-(2-((1,1-dioxotetrahydro-2H-thiopyran-4-yl)amino)-2-oxo-1-(pyrazin-2-yl)ethyl)-N-(4-(oxazol-5-yl)phenyl)acetamide ClCC(=O)N(C1=CC=C(C=C1)C1=CN=CO1)C(C(=O)NC1CCS(CC1)(=O)=O)C1=NC=CN=C1